2-(3,4-difluoro-5-methylphenyl)-4,4,5,5-tetramethyl-1,3,2-dioxaborolane FC=1C=C(C=C(C1F)C)B1OC(C(O1)(C)C)(C)C